C[Si](O[Si](C)(C)C)(C=C)C 1,1,3,3,3-pentamethyl-1-vinyl-disiloxane